S(=O)(=O)(O)O.[N+](=O)([O-])C=1C(=C(C=CC1)[N+](=O)[O-])[N+](=O)[O-] trinitrobenzene sulphate